C(CCCCCC=C)C1OC1 2-(octa-7-en-1-yl)oxirane